P(=O)(O)([O-])[O-].[Ag+].[Ag+] silver(I) hydrogen orthophosphate